(R)-3-chloro-4-((3,5-difluoropyridin-2-yl)methoxy)-2'-(1-(1-hydroxy-2-methylpropan-2-yl)-1H-pyrazol-3-yl)-5',6-dimethyl-2H-[1,4'-bipyridin]-2-one ClC=1C(N(C(=CC1OCC1=NC=C(C=C1F)F)C)C1=CC(=NC=C1C)C1=NN(C=C1)C(CO)(C)C)=O